2-chlorophenyl (3S)-4-(N,3-dicyclohexyl-D-alanyl)-3-[(thiophen-2-ylmethyl)carbamoyl]piperazine-1-carboxylate C1(CCCCC1)N[C@H](CC1CCCCC1)C(=O)N1[C@@H](CN(CC1)C(=O)OC1=C(C=CC=C1)Cl)C(NCC=1SC=CC1)=O